C(C)(C)(C)OC(NCC(NC1=CC(=CC=C1)S(=O)(=O)N1CCSCC1)=O)=O tert-Butyl-N-([{3-(thiomorpholine-4-sulfonyl)phenyl}carbamoyl]methyl)carbamate